COC(/C=C/C[C@@H](C)[C@H]1CC[C@]2(C=3CC[C@H]4C([C@H](CC[C@@]4(C3CC[C@]12C)C)O)(C)C)C)(C)C (3S,5R,10S,13R,14R,17R)-17-((R,E)-6-methoxy-6-methylhept-4-ene-2-yl)-4,4,10,13,14-pentamethyl-2,3,4,5,6,7,10,11,12,13,14,15,16,17-tetradecahydro-1H-cyclopenta[a]phenanthrene-3-ol